NS(=NC(CC=1C(=NC(=CC1C(C)C)COC)C(C)C)=O)(=O)C=1SC=C(C1)C(C)(C)O N-(amino(4-(2-hydroxypropan-2-yl)thiophen-2-yl)(oxo)-λ6-sulfaneylidene)-2-(2,4-diisopropyl-6-(methoxymethyl)pyridin-3-yl)acetamide